ClC1=CC=C2C(=N1)N(C(=N2)C)CC(F)(F)F 5-Chloro-2-methyl-3-(2,2,2-trifluoroethyl)-3H-imidazo[4,5-b]pyridine